C(C)(C)C1=C(C=CC=C1)C1=C(C=CC(=N1)NS(=O)(=O)C1=CC=CC(=N1)N1C[C@H](CCC1)C(=O)O)C(F)(F)F (S)-1-(6-(N-(6-(2-isopropylphenyl)-5-(trifluoromethyl)pyridin-2-yl)sulfamoyl)pyridin-2-yl)piperidine-3-carboxylic acid